C(C1=CC=CC=C1)OCCC(C#N)CCOC 2-[2-(benzyloxy)ethyl]-4-methoxybutanenitrile